BrCCCCCC1OCCO1 2-(5-bromopentyl)-1,3-dioxolane